(6-fluoroquinolin-8-yl)-3,5-dimethylbenzenesulfonamide FC=1C=C2C=CC=NC2=C(C1)C1=C(C=C(C=C1C)C)S(=O)(=O)N